5-[4-amino-5-(trifluoromethyl)pyrrolo[2,1-f][1,2,4]triazin-7-yl]-N-[(3R,4S)-4-fluoro-1-[1-(2,4,6-trifluorophenyl)ethyl]pyrrolidin-3-yl]-2-methoxypyridine-3-carboxamide NC1=NC=NN2C1=C(C=C2C=2C=C(C(=NC2)OC)C(=O)N[C@@H]2CN(C[C@@H]2F)C(C)C2=C(C=C(C=C2F)F)F)C(F)(F)F